5-(6-((4-(Trifluoromethyl)pyridin-2-yl)amino)pyrimidin-4-ylamino)-6-methoxy-1H-indazole FC(C1=CC(=NC=C1)NC1=CC(=NC=N1)NC=1C=C2C=NNC2=CC1OC)(F)F